ClC=1C(=C(C=CC1)C1=CC=C(C=C1)CCCC(=O)NC=1C=NC=CC1)F 4-(3'-chloro-2'-fluoro-[1,1'-biphenyl]-4-yl)-N-(pyridin-3-yl)butanamide